ClC=1C(=CC2=C(N(C(=N2)C2=CC=C3C=NNC3=C2)[C@H](CC(=O)O)C(C)(C)C)C1)C(NC)=O (R)-3-(6-chloro-2-(1H-indazol-6-yl)-5-(methylcarbamoyl)-1H-benzo[d]imidazol-1-yl)-4,4-dimethylpentanoic acid